2-amino-4-hydroxyvalerate NC(C(=O)[O-])CC(C)O